bufadienolide C[C@]12CC[C@H]3[C@@H](CCC4CCCC[C@]34C)[C@H]1CC[C@@H]2C=2C=CC(=O)OC2